CC1=NOC(=C1)C(=O)NC12CC(C1)(C2)NC(OC(C)(C)C)=O tert-butyl {3-[(3-methyl-1,2-oxazole-5-carbonyl)amino]bicyclo[1.1.1]pentan-1-yl}carbamate